The molecule is a tetracyclic diterpenoid isolated from the whole plant of Euphorbia decipiens and exhibits inhibitory activity against prolyl endopeptidase (EC 3.4.21.26). It has a role as a metabolite and an EC 3.4.21.26 (prolyl oligopeptidase) inhibitor. It is a butyrate ester, a tetracyclic diterpenoid, a benzoate ester, an acetate ester, a cyclic ether, a bridged compound and a lactol. CCCC(=O)O[C@H]1[C@H](C[C@]2([C@H]1[C@H]([C@@]34CO[C@@]2([C@@]([C@@H]3[C@H](C=C[C@H]4OC(=O)C)C(=C)C)(C)O)O)OC(=O)C5=CC=CC=C5)OC(=O)C)C